N-[4-[2-(2-amino-4,7-dihydro-4-oxo-1H-pyrrolo[2,3-d]pyrimidine-5-yl)ethyl]-benzoyl]-L-glutamic acid NC1=NC(C2=C(N1)NC=C2CCC2=CC=C(C(=O)N[C@@H](CCC(=O)O)C(=O)O)C=C2)=O